(S)-2-(2,6-dichlorobenzamido)-3-(4-(((1s,4R)-4-(pyridin-2-ylamino)cyclohexyl)methoxy)phenyl)propanoic acid ClC1=C(C(=O)N[C@H](C(=O)O)CC2=CC=C(C=C2)OCC2CCC(CC2)NC2=NC=CC=C2)C(=CC=C1)Cl